5-(7-((7-ethyl-6-oxo-5,6-dihydro-1,5-naphthyridin-3-yl)methyl)-4,7-diazaspiro[2.5]oct-4-yl)-N-methylpyridineamide C(C)C=1C(NC=2C=C(C=NC2C1)CN1CCN(C2(CC2)C1)C=1C=CC(=NC1)C(=O)NC)=O